(S)-1'-(6-amino-5-((2-amino-3-chloropyridin-4-yl)thio)pyrazin-2-yl)-2-chloro-4,6-dihydro-spiro[cyclopenta[d]thiazole-5,4'-piperidin]-4-amine NC1=C(N=CC(=N1)N1CCC2(CC1)CC1=C(N=C(S1)Cl)[C@H]2N)SC2=C(C(=NC=C2)N)Cl